2-(1-Diphenylmethylazetidin-3-ylidene)butanoic acid ethyl ester C(C)OC(C(CC)=C1CN(C1)C(C1=CC=CC=C1)C1=CC=CC=C1)=O